OCC(N1C(N)N(C(N)N=C1N)C(CO)(CO)CO)(CO)CO 1,3-bis[tris(hydroxymethyl)methyl]melamine